COC(C1=CC(=C(C(=C1)OC)[N+](=O)[O-])F)=O.COC(C1=CC(=C(C(=C1)OC)[N+](=O)[O-])NCCOC1C(C1)(F)F)=O.COC1=CC2=CC=C(C=C2C=C1)OC 2,6-dimethoxynaphthalene Methyl-3-((2-(2,2-difluorocyclopropoxy)ethyl)amino)-5-methoxy-4-nitrobenzoate Methyl-3-fluoro-5-methoxy-4-nitrobenzoate